FC1=CC(=CC(=N1)NC1(CCOCC1)C)I 6-fluoro-4-iodo-N-(4-methyloxacyclohex-4-yl)pyridin-2-amine